8-Methyl-3,3a,4,5,6,7-hexahydro-1H-isochromeno[4,5-cd]azepin-5-ium chloride [Cl-].CC1=CC=C2COCC3C[NH2+]CCC1=C32